[4-[2-[(2R)-morpholin-2-yl]-3H-imidazo[4,5-b]pyridin-7-yl]-1-piperidyl]-[4-(trifluoromethoxy)phenyl]methanone N1C[C@@H](OCC1)C1=NC=2C(=NC=CC2C2CCN(CC2)C(=O)C2=CC=C(C=C2)OC(F)(F)F)N1